1-(4-methylpiperidinyl)butan-1-one CC1CCN(CC1)C(CCC)=O